N-(1-(3,4-dichlorobenzyl)-2,3-diketoindol-5-yl)-3-nitrobenzamide ClC=1C=C(CN2C(C(C3=CC(=CC=C23)NC(C2=CC(=CC=C2)[N+](=O)[O-])=O)=O)=O)C=CC1Cl